N-(3-(1,1-difluoroethyl)phenyl)-1-(4-(difluoromethoxy)phenyl)-4-ethyl-3-methyl-5-oxo-4,5-dihydro-1H-pyrazole-4-carboxamide FC(C)(F)C=1C=C(C=CC1)NC(=O)C1(C(=NN(C1=O)C1=CC=C(C=C1)OC(F)F)C)CC